(1S,3S)-3-((2-(1-methyl-5-((((4,4,4-trifluoro-2-methylbutoxy)carbonyl)amino)methyl)-1H-1,2,3-triazol-4-yl)pyrimidin-5-yl)oxy)cyclohexane-1-carboxylic acid CN1N=NC(=C1CNC(=O)OCC(CC(F)(F)F)C)C1=NC=C(C=N1)O[C@@H]1C[C@H](CCC1)C(=O)O